FC1=C(C=C(C=C1)F)[C@@H]1N(OCC1)C1=CC(=NC=N1)NC=1C(=CC(=C(C1)NC(C=C)=O)N1C[C@@H](CC1)N(C)C)OC N-(5-((6-((R)-3-(2,5-difluorophenyl)isoxazolidine-2-yl)pyrimidine-4-yl)amino)-2-((R)-3-(dimethylamino)pyrrolidine-1-yl)-4-methoxyphenyl)acrylamide